5-amino-8-(1-carbamoyl-1,2,3,6-tetrahydropyridin-4-yl)-N-ethyl-7-phenylimidazo[1,2-c]pyrimidine-2-carboxamide TFA salt OC(=O)C(F)(F)F.NC1=NC(=C(C=2N1C=C(N2)C(=O)NCC)C=2CCN(CC2)C(N)=O)C2=CC=CC=C2